C(CC(=O)C)(=O)[O-].C(C)(C)O[Al+]OC(C)C diisopropoxyaluminum acetoacetate